ClC1=C(C(=O)OC)C=C(C=C1)N(C)C1=NOC(C1)(C(F)(F)F)C1=CC(=C(C(=C1)Cl)F)Cl methyl 2-chloro-5-[[5-(3,5-dichloro-4-fluoro-phenyl)-5-(tri-fluoromethyl)-4H-isoxazol-3-yl]-methyl-amino]benzoate